C(C1=CC=CC=C1)OP(=O)(OCC1=CC=CC=C1)CC(C(=O)OCC1=CC=CC=C1)CCC(=O)OCOC(CC[C@@H](C)C1CCC2C3CCC4C[C@@H](CC[C@@]4(C3CC[C@]12C)C)O)=O 1-Benzyl 5-((((4R)-4-((3R,10S,13R)-3-hydroxy-10,13-dimethylhexadecahydro-1H-cyclopenta[a]phenanthren-17-yl)pentanoyl)oxy)methyl) 2-((bis(benzyloxy)phosphoryl) methyl)pentanedioate